(R)-(1-(2-methyl-1H-indol-3-yl)-3-phenylpropan-2-yl)carbamic acid tert-butyl ester C(C)(C)(C)OC(N[C@@H](CC1=C(NC2=CC=CC=C12)C)CC1=CC=CC=C1)=O